(R)-2-((3-(4-methylpiperazin-1-yl)phenyl)amino)-2-oxo-1-phenylethyl 3-amino-6-(1-(piperidin-4-yl)-1H-pyrazol-4-yl)pyrazine-2-carboxylate hydrochloride Cl.NC=1C(=NC(=CN1)C=1C=NN(C1)C1CCNCC1)C(=O)O[C@@H](C(=O)NC1=CC(=CC=C1)N1CCN(CC1)C)C1=CC=CC=C1